2-(6-((2-hydroxy-2-methylpropyl)amino)-5-methylpyridazin-3-yl)-3-methyl-5-(trifluoromethyl)phenol OC(CNC1=C(C=C(N=N1)C1=C(C=C(C=C1C)C(F)(F)F)O)C)(C)C